C(#N)C1=CC=CC(N1C)C1=NC(=NN1C)C1=CC=CC=C1 6-cyano-N-methyl-2-(1-methyl-3-phenyl-1H-1,2,4-triazol-5-yl)pyridine